(R)-N-(6-methyl-2-(trifluoromethyl)pyrimidin-4-yl)-5-(1-methyl-4-(pyrrolidin-2-ylmethoxy)-1H-pyrazol-5-yl)pyrazolo[1,5-a]pyridin-2-amine CC1=CC(=NC(=N1)C(F)(F)F)NC1=NN2C(C=C(C=C2)C2=C(C=NN2C)OC[C@@H]2NCCC2)=C1